N=S1(CCC(CC1)COC=1C(C=C(OC1)CN1CC2=CC=CC=C2C1)=O)=O 5-((1-Imino-1-oxidohexahydro-1λ6-thiopyran-4-yl)methoxy)-2-(isoindolin-2-ylmethyl)-4H-pyran-4-one